(S)-2-(4-(6-((5-cyclobutoxy-1,3,4-thiadiazol-2-yl)methoxy)pyridin-2-yl)-2,5-difluorobenzyl)-1-(oxetan-2-ylmethyl)-1H-benzo[d]imidazole-6-carboxylic acid C1(CCC1)OC1=NN=C(S1)COC1=CC=CC(=N1)C1=CC(=C(CC2=NC3=C(N2C[C@H]2OCC2)C=C(C=C3)C(=O)O)C=C1F)F